4-(4-bromophenyl)-1-(tert-butoxycarbonyl)-1,2,5,6-tetrahydropyridine-3-carboxylic acid BrC1=CC=C(C=C1)C1=C(CN(CC1)C(=O)OC(C)(C)C)C(=O)O